tert-butyl N-[4-chloro-3-[[3-methyl-5-[2-(2-pyridyl)ethynyl]-2-pyridyl]carbamoyl]phenyl]carbamate ClC1=C(C=C(C=C1)NC(OC(C)(C)C)=O)C(NC1=NC=C(C=C1C)C#CC1=NC=CC=C1)=O